2-(2-hydroxy-3-tert-butyl-5-methylphenyl)-5-chlorobenzazole OC1=C(C=C(C=C1C(C)(C)C)C)C=1NC2=C(C1)C=C(C=C2)Cl